COC=1C=C(C=CC1)CC(C)=O 3-methoxyphenylacetone